2-t-butyl-6-(3'-t-butyl-5'-methyl-hydroxybenzyl)-4-methylphenyl acrylate C(C=C)(=O)OC1=C(C=C(C=C1C(C1=CC(=CC(=C1)C)C(C)(C)C)O)C)C(C)(C)C